zinc-oxide gallium [Ga+3].[O-2].[Zn+2]